[Cl-].[NH3+][C@H](C(=O)N[C@H](C(=O)OCN1C(N(SC1NC(C1=CC=C(C=C1)Cl)=O)CC1=CC=C(C=C1)Cl)=O)C(C)C)C(C)C [5-(4-chlorobenzamido)-2-[(4-chlorophenyl)methyl]-3-oxo-1,2,4-thiadiazolidin-4-yl]methyl (2S)-2-[(2S)-2-azaniumyl-3-methylbutanamido]-3-methylbutanoate chloride